FC(C(OC1CNC1)C)(F)F 3-(2,2,2-trifluoro-1-methyl-ethoxy)azetidine